[Br-].C1(=CC=CC=C1)C(OCC[N+](C)(C)C)C1=CC=CC=C1 [2-(Diphenylmethoxy)ethyl]trimethylammonium bromide